4-[bis(4-bromophenyl)amino]benzaldehyde BrC1=CC=C(C=C1)N(C1=CC=C(C=O)C=C1)C1=CC=C(C=C1)Br